ClC=1C(=CC(=C(C1)S1C[C@H](CN2C(N=C(C3=CC(=CC1=C23)C(F)(F)F)N2[C@H]3[C@@H](NCC2)COC3)=O)OC)F)F (3S)-l-1-(5-chloro-2,4-difluorophenyl)-8-((4aR,7aS)-hexahydrofuro[3,4-b]pyrazin-1(2H)-yl)-3-methoxy-10-(trifluoromethyl)-3,4-dihydro-2H,6H-[1,4]thiazepino[2,3,4-ij]quinazolin-6-one